CC1NC(C2=C(C=3C=4C=CC(=NC4C=CC3S2)C2=C(N=NC(=C2)C=C)C)NC1)=O 10-methyl-3-(3-methyl-6-vinylpyridazin-4-yl)-9,10,11,12-tetrahydro-8H-[1,4]diazepino[5',6':4,5]thieno[3,2-f]quinolin-8-one